2-((5-Chloro-2-((2-(2-methoxyethyl)-1,2,3,4-tetrahydroisoquinolin-6-yl)amino)pyrimidin-4-yl)amino)-N-methylbenzamide ClC=1C(=NC(=NC1)NC=1C=C2CCN(CC2=CC1)CCOC)NC1=C(C(=O)NC)C=CC=C1